4-morpholino-6-(3-(m-tolyl)-1H-pyrazol-1-yl)pyridine-2,3-diamine O1CCN(CC1)C1=C(C(=NC(=C1)N1N=C(C=C1)C=1C=C(C=CC1)C)N)N